C1(CC1)C1=CC(=C(NC2(NC=C(C(=C2F)F)F)NS(NC)(=O)=O)C=C1)F 2-(4-Cyclopropyl-2-fluoroanilino)-3,4-difluoro-5-fluoro-2-(methylsulfamoylamino)pyridin